1-phenyl-2,3,4,5-tetramethyl-cyclopentadiene C1(=CC=CC=C1)C1=C(C(=C(C1C)C)C)C